FC(C(=O)NC=1C=C2C(=NC=NC2=CC1OC)NC1=C(C=C(C(=C1)C)OC1=CC=CC=C1)OC)=CC1N(CCC1)C 2-fluoro-N-(7-methoxy-4-((2-methoxy-5-methyl-4-phenoxyphenyl)amino)quinazolin-6-yl)-3-(1-methylpyrrolidin-2-yl)acrylamide